oxetane-3,3-diylbis(methylene) bis(trifluoromethanesulfonate) FC(S(=O)(=O)OCC1(COC1)COS(=O)(=O)C(F)(F)F)(F)F